Meta-phenylenediamine sulfate S(=O)(=O)(O)O.C1(=CC(=CC=C1)N)N